3,5-di-t-butyl-4-hydroxyanisol C(C)(C)(C)C=1C=C(C=C(C1O)C(C)(C)C)OC